C(C)(C)OC(=O)N1CCN(CC1)C=1C=NN2C1C=CC(=C2)C=2C=NN(C2)C 4-[6-(1-Methyl-1H-pyrazol-4-yl)pyrazolo[1,5-a]pyridin-3-yl]piperazine-1-carboxylic acid isopropyl ester